C1[C@@H]([C@H](O[C@H]1N2C=C(C(=NC2=O)N)CO)COP(=O)(O)OP(=O)(O)OP(=O)(O)O)O The molecule is a pyrimidine 2'-deoxyribonucleoside 5'-triphosphate that is 2'deoxycytidine-5'-triphosphate substituted by a hydroxymethyl group at position 5. It derives from a CTP.